2-(2-hydroxy-3-methylphenyl)-1H-benzotriazole OC1=C(C=CC=C1C)N1NC2=C(N1)C=CC=C2